CN1C(N(C2=C1C=C(C=C2)CN2CC(C2)OC2CCNCC2)C2C(NC(CC2)=O)=O)=O 3-[3-Methyl-2-oxo-5-[[3-(4-piperidyloxy)azetidin-1-yl]methyl]benzimidazol-1-yl]piperidine-2,6-dione